(6-(difluoromethyl)pyridin-2-yl)((4S,5S)-3,3,7,7-tetrafluoro-4-hydroxy-1-azaspiro[4.4]nonan-1-yl)methanone FC(C1=CC=CC(=N1)C(=O)N1CC([C@H]([C@]12CC(CC2)(F)F)O)(F)F)F